(Z)-15-chloro-5-pentadecene ClCCCCCCCCC\C=C/CCCC